CC=1C=C(CNC2=C3N=CN(C3=NC=N2)[C@H]2[C@@H](O)[C@H](O)[C@H](O2)CO)OC1 6-(4-Methylfurfurylamino)-9-β-D-arabinofuranosylpurin